2-(dimethylamino)-4-{[2-(trifluoromethyl)phenylmethoxy]phenyl}-2H,4H,5H,6H,7H-pyrazolo[3,4-b]pyridin-6-one CN(N1N=C2NC(CC(C2=C1)C1=C(C=CC=C1)OCC1=C(C=CC=C1)C(F)(F)F)=O)C